tert-butyl (2R,3S,4S)-3,4-dihydroxy-2-{[4-(trifluoromethyl)phenyl]methyl}pyrrolidine-1-carboxylate O[C@H]1[C@H](N(C[C@@H]1O)C(=O)OC(C)(C)C)CC1=CC=C(C=C1)C(F)(F)F